Cl.CC1=C(C=CC(=C1)S(N[C@H](C)C1CCNCC1)(=O)=O)NC(C(C)(C)C)=O (R)-N-(2-methyl-4-(N-(1-(piperidin-4-yl)ethyl)sulfamoyl)phenyl)pivalamide hydrochloride